C(C)(C)(C)OC(=O)N1CCC(=CC1)C1=C2C(=CNC2=CC=C1)C.CC(C(=O)NS(=O)(=O)C)C 2-methyl-N-(methylsulfonyl)propanamide tert-butyl-4-(3-methyl-1H-indol-4-yl)-3,6-dihydro-2H-pyridine-1-carboxylate